(7-oxo-2,3-dihydro-7H-thiazolo[3,2-a]pyrimidin-6-yl)-acetic acid O=C1N=C2N(C=C1CC(=O)O)CCS2